ClC1=C(C(=CC(=C1)F)C)B(O)O (2-chloro-4-fluoro-6-methylphenyl)boronic acid